4-chloronicotinic acid 1-oxide ClC1=CC=[N+](C=C1C(=O)O)[O-]